4-(2-{2-[3-(2-aminoethyl)imidazo[1,2-a]pyridin-6-yl]-5-fluorophenoxy}ethyl)-N,N,1,5-tetramethyl-1H-pyrazole-3-carboxamide hydrochloride salt Cl.NCCC1=CN=C2N1C=C(C=C2)C2=C(OCCC=1C(=NN(C1C)C)C(=O)N(C)C)C=C(C=C2)F